[Cl-].C(CCCCCCCCCC(C)C)C[N+](CCO)(CCO)CCC isotridecyl-propyl-bis-(2-hydroxyethyl)methyl-ammonium chloride